3-(difluoromethyl)-N-((5-(2-methoxypyridin-4-yl)-2,3-dihydro-1H-inden-4-yl)carbamoyl)pyrazine-2-sulfonamide FC(C=1C(=NC=CN1)S(=O)(=O)NC(NC1=C2CCCC2=CC=C1C1=CC(=NC=C1)OC)=O)F